C(C)(C)(C)OC(=O)N(C1=NC=C(C(=N1)OC)/C=C/C(=O)OCC)C(=O)OC(C)(C)C ethyl (E)-3-[2-[bis(tert-butoxycarbonyl)amino]-4-methoxy-pyrimidin-5-yl]prop-2-enoate